trans-[4-[(2,8-dimethyl-[1,2,4]triazolo[1,5-a]pyridin-6-yl)methyl]-1-methylcyclohexyl]-[(3S)-(6-methylpyridin-3-yl)-1,2-oxazolidin-2-yl]methanone CC1=NN2C(C(=CC(=C2)CC2CCC(CC2)(C)C(=O)N2OCC[C@H]2C=2C=NC(=CC2)C)C)=N1